CN1N=NC2=C1C=CC(=C2C)[C@@H](C(C(=O)OC)(C)C)C2=CC(=C(C=C2)C)CO (S)-Methyl 3-(1,4-dimethyl-1H-benzo[d][1,2,3]triazol-5-yl)-3-(3-(hydroxymethyl)-4-methylphenyl)-2,2-dimethylpropanoate